7-(methylthio)thiazolo[5,4-d]Pyrimidine-2-carboxylic acid ethyl ester C(C)OC(=O)C=1SC=2N=CN=C(C2N1)SC